BrC1=CC(=C(C=C1F)NS(=O)(=O)C1=CNC=2CN(CCC21)CC(F)(F)F)F N-(4-bromo-2,5-difluorophenyl)-6-(2,2,2-trifluoroethyl)-4,5,6,7-tetrahydro-1H-pyrrolo[2,3-c]pyridine-3-sulfonamide